ClCC1=C(C=CC(=C1)OC([2H])([2H])[2H])OC 2-(chloromethyl)-1-methoxy-4-(methoxy-d3)benzene